7-bromo-6-(4-fluorophenyl)-2,3-dihydropyrazolo[5,1-b]oxazole BrC=1C(=NN2C1OCC2)C2=CC=C(C=C2)F